BrC=1C=C2C[C@@H]([C@H](C2=CC1)NC(OC(C)(C)C)=O)O[Si](C)(C)C(C)(C)C tert-butyl N-[(1S,2S)-5-bromo-2-[(tertbutyldimethylsilyl)oxy]-2,3-dihydro-1H-inden-1-yl]carbamate